tert-Butyl (S)-2-((2-(4-chloro-1-(phenylsulfonyl)-1H-pyrrolo[2,3-b]pyridin-2-yl)ethyl)carbamoyl)pyrrolidine-1-carboxylate ClC1=C2C(=NC=C1)N(C(=C2)CCNC(=O)[C@H]2N(CCC2)C(=O)OC(C)(C)C)S(=O)(=O)C2=CC=CC=C2